BrCC(=O)C=1N=C2N(C(=CC(=C2)OC)OC)C1 2-bromo-1-(5,7-dimethoxyimidazo[1,2-a]pyridin-2-yl)ethanone